FC1=CC=C(C=C1)C=1C=C2C=CN(C2=CC1)S(=O)(=O)C1=CC=CC=C1 5-(4-fluorophenyl)-1-(phenylsulfonyl)-1H-indole